(2r,3s,4r,5r)-2,3,4,5,6-pentahydroxyhexanal O[C@@H](C=O)[C@H]([C@@H]([C@@H](CO)O)O)O